NC1=CC=C(C=C1)C1=C2C(=NN(C2=CC(=C1)Br)CC)N 4-(4-aminophenyl)-6-bromo-1-ethyl-1H-indazol-3-amine